C(C)OC(=O)C=1SC(=C(N1)C(=O)N1[C@H](CCC1)C)C=1C=NC(=CC1C(F)(F)F)NCC(C)(C)C (S)-4-(2-methylpyrrolidine-1-carbonyl)-5-(6-(neopentylamino)-4-(trifluoromethyl)pyridin-3-yl)Thiazole-2-carboxylic acid ethyl ester